4-{2-(2,4-difluorophenoxy)-5-[(methylsulfonyl)methyl]phenyl}-6-methyl-1,6-dihydro-7H-pyrrolo[2,3-c]pyridin-7-one FC1=C(OC2=C(C=C(C=C2)CS(=O)(=O)C)C=2C3=C(C(N(C2)C)=O)NC=C3)C=CC(=C1)F